4-bromo-1-(4-(6-(3-fluorophenyl)pyridin-3-yl)-5-(isopropylthio)thiazol-2-yl)-3-methyl-1H-pyrazole-5-carboxylic acid BrC=1C(=NN(C1C(=O)O)C=1SC(=C(N1)C=1C=NC(=CC1)C1=CC(=CC=C1)F)SC(C)C)C